NCCS(=O)(=O)[O-].NCCS(=O)(=O)[O-].NCCS(=O)(=O)[O-].[Na+].[Na+].[Na+] trisodium tritaurinate